C1=CC=CC=2C3=CC=CC=C3C(C12)COC(=O)N1CC2(CCC2)CCC1 (9H-fluoren-9-yl)methyl-6-azaspiro[3.5]nonane-6-carboxylate